1-(6-(4-((2-fluoro-3-methyl-4-((1-methyl-1H-benzo[d]imidazol-5-yl)oxy)phenyl)amino)pyrido[3,2-d]pyrimidin-6-yl)-4-azaspiro[2.5]octan-4-yl)prop-2-en-1-one FC1=C(C=CC(=C1C)OC1=CC2=C(N(C=N2)C)C=C1)NC=1C2=C(N=CN1)C=CC(=N2)C2CN(C1(CC1)CC2)C(C=C)=O